5-((2'-(5-fluoroisoindolin-2-yl)-[2,4'-bipyrimidinyl]-4-yl)ethynyl)-1H-indazole FC=1C=C2CN(CC2=CC1)C1=NC=CC(=N1)C1=NC=CC(=N1)C#CC=1C=C2C=NNC2=CC1